5-(4-benzhydryl-piperazin-1-yl)-2-(2,6-dioxopiperidin-3-yl)-6-fluoroisoindoline-1,3-dione C(C1=CC=CC=C1)(C1=CC=CC=C1)N1CCN(CC1)C=1C=C2C(N(C(C2=CC1F)=O)C1C(NC(CC1)=O)=O)=O